C(C)(C)(C)OC(=O)N1[C@@H](CCC1OC)COCC1CC1 (2S)-2-((cyclopropylmethoxy)methyl)-5-methoxy-pyrrolidine-1-carboxylic acid tert-butyl ester